3-(5-(1,3,4-oxadiazol-2-yl)pyridin-3-yl)-5-fluorophenyl octylcarbamate C(CCCCCCC)NC(OC1=CC(=CC(=C1)F)C=1C=NC=C(C1)C=1OC=NN1)=O